S-sulpho-l-cysteine S(=O)(=O)(O)SC[C@H](N)C(=O)O